6-((4-Bromo-2-fluorophenyl)amino)-7-fluoro-3-methyl-2,3-dihydrobenzofuran-5-carboxylic acid BrC1=CC(=C(C=C1)NC1=C(C2=C(C(CO2)C)C=C1C(=O)O)F)F